Cl.C12C3=CC=CC=C3C(CNC1)C2 10-Azatricyclo[6.3.1.02,7]dodeca-2,4,6-triene hydrochloride